2-[4-(1-ethoxyvinyl)-2,6-dimethylphenyl]-6-{(1RS,2SR)-2-fluorocyclopropyl}-2,5-dihydro-4H-pyrazolo[3,4-d]pyrimidin-4-one C(C)OC(=C)C1=CC(=C(C(=C1)C)N1N=C2N=C(NC(C2=C1)=O)[C@@H]1[C@H](C1)F)C |r|